5-(2-ethynylphenyl)-2-methoxyisonicotinic acid C(#C)C1=C(C=CC=C1)C1=CN=C(C=C1C(=O)O)OC